N-((1s,3s)-3-(6-(((1-((1-(2-((2-(2,6-dioxopiperidin-3-yl)-1,3-dioxoisoindolin-5-yl)oxy)acetyl)piperidin-4-yl)methyl)piperidin-4-yl)methyl)amino)-9H-purin-9-yl)cyclobutyl)acetAmide O=C1NC(CC[C@@H]1N1C(C2=CC=C(C=C2C1=O)OCC(=O)N1CCC(CC1)CN1CCC(CC1)CNC1=C2N=CN(C2=NC=N1)C1CC(C1)NC(C)=O)=O)=O